CC1=CSC2=C1N=C(N=C2N2CCC(CC2)NCCCC2=CC=NC=C2)C2=CC=CC=C2 1-(7-Methyl-2-phenylthieno[3,2-d]pyrimidin-4-yl)-N-(3-(pyridin-4-yl)propyl)piperidin-4-amine